4-phenyl-1-(1-phenylvinyl)pyrazole-3-carboxylic acid ethyl ester C(C)OC(=O)C1=NN(C=C1C1=CC=CC=C1)C(=C)C1=CC=CC=C1